FC=1C=CC(=C2C=C(N(C12)CCNC1=CC(=NC=N1)C1=CC(=CS1)OC(C)C)C)OC 5-{6-[2-(7-Fluoro-4-methoxy-2-methyl-indol-1-yl)-ethylamino]-pyrimidin-4-yl}-3-isopropoxy-thiophen